N-(((3R,4R,5R,6R)-4,5-dihydroxy-6-(hydroxymethyl)tetrahydro-2H-pyran-3-yl)methyl)acetamide O[C@@H]1[C@@H](CO[C@@H]([C@@H]1O)CO)CNC(C)=O